FC1=C2C=CNC2=CC(=C1OC=1C=CC(=C(C1)C=1NC(=CN1)C(C([2H])([2H])[2H])C=1C(=C(C=CC1)CC(=O)O)F)F)F 2-(3-(1-(2-(5-((4,6-difluoro-1H-indol-5-yl)oxy)-2-fluorophenyl)-1H-imidazol-5-yl)ethyl-2,2,2-d3)-2-fluorophenyl)acetic acid